2-methyl-N-[3-[(1-methylethyl)amino]propyl]acrylamide Methyl-(1R,5R,7R)-2,4-dihydroxy-6-((S)-1-phenylethyl)-3-oxa-6-azabicyclo[3.2.1]octane-7-carboxylate COC(=O)[C@@H]1N([C@H]2C(OC([C@@H]1C2)O)O)[C@@H](C)C2=CC=CC=C2.CC(C(=O)NCCCNC(C)C)=C